bis(1-adamantyl)butylphosphane methanesulfonate CS(=O)(=O)O.C12(CC3CC(CC(C1)C3)C2)C(CCCP)C23CC1CC(CC(C2)C1)C3